C1(CCCCC(=O)OCC(CO1)OC(CCCN(C)C)=O)=O O'-(2-((4-(dimethylamino) butyryl) oxy) propane-1,3-diyl) adipate